ClC=1C=C(C=CC1)[C@H](C(=O)N1[C@@H]2CC([C@H]([C@H]1C(=O)N[C@H](C[C@H]1C(NCC1)=O)C#N)CC2)(F)F)O (1S,3S,4S)-2-((R)-2-(3-chlorophenyl)-2-hydroxyacetyl)-N-((R)-1-cyano-2-((S)-2-oxopyrrolidin-3-yl)ethyl)-5,5-difluoro-2-azabicyclo[2.2.2]octane-3-carboxamide